8-(3-(diphenylmethylamino)prop-1-yn-1-yl)-7-fluoro-3-(methoxymethoxy)naphthalene C1(=CC=CC=C1)C(C1=CC=CC=C1)NCC#CC=1C(=CC=C2C=C(C=CC12)OCOC)F